(2R)-2-(6-{5-chloro-2-[(oxacyclohex-4-yl)amino]pyridin-4-yl}-1-oxo-2,3-dihydro-1H-isoindol-2-yl)-N-[(1S)-2-hydroxy-1-(2-methoxypyridin-4-yl)ethyl]propionamide tri-ethyl-phosphate C(C)OP(=O)(OCC)OCC.ClC=1C(=CC(=NC1)NC1CCOCC1)C1=CC=C2CN(C(C2=C1)=O)[C@@H](C(=O)N[C@H](CO)C1=CC(=NC=C1)OC)C